P(=O)([O-])([O-])[O-].[K+].C(CCCCCCCCCCC)O.[K+].[K+] dodecanol potassium phosphate